3-(1-Oxo-5-(5-oxo-4,5-dihydro-1H-imidazo[4,5-b]pyridin-2-yl)isoindolin-2-yl)piperidine-2,6-dione O=C1N(CC2=CC(=CC=C12)C=1NC2=C(NC(C=C2)=O)N1)C1C(NC(CC1)=O)=O